Cl.FC=1C(=NC(=NC1)NC1=NC=C(C=C1)CN1CCNCC1)C1=CC2=C(N=C(S2)C)C=C1 5-fluoro-4-(2-methylbenzothiazole-6-yl)-N-(5-(piperazine-1-ylmethyl)pyridine-2-yl)pyrimidine-2-amine hydrochloride